methyl 4-(4-(7-chloro-4-(morpholinomethyl)quinolin-2-yl)phenyl)-4-nitrobutanoate ClC1=CC=C2C(=CC(=NC2=C1)C1=CC=C(C=C1)C(CCC(=O)OC)[N+](=O)[O-])CN1CCOCC1